N-ethyl-N-isopropyl-2-(5-methoxy-4-methyl-1H-indol-3-yl)-2-oxoacetamide C(C)N(C(C(=O)C1=CNC2=CC=C(C(=C12)C)OC)=O)C(C)C